2-amino-3-chloroquinolin NC1=NC2=CC=CC=C2C=C1Cl